3-[2-(trifluoromethyl)benzhydryloxy]-N-(cyclohexyl)azetidine-1-carboxamide FC(C1=C(C(C2=CC=CC=C2)OC2CN(C2)C(=O)NC2CCCCC2)C=CC=C1)(F)F